C(CCCCCCC)NC(OC1=CC(=C(C=C1)O)C=1C=NC=C(C1)C1=NN=NN1COCC[Si](C)(C)C)=O 4-hydroxy-3-(5-(1-((2-(trimethylsilyl)ethoxy)methyl)-1H-tetrazol-5-yl)pyridin-3-yl)phenyl octylcarbamate